Cl.CS(=O)(=O)C1CC(C1)N 3-methylsulfonyl-cyclobutylamine hydrochloride